7-(7-fluoroimidazo[1,2-a]pyridin-3-yl)-4-((4-(4-hydroxypiperidin-1-yl)phenyl)amino)-1,2-dihydro-3H-pyrrolo[3,4-c]pyridin-3-one FC1=CC=2N(C=C1)C(=CN2)C=2C1=C(C(=NC2)NC2=CC=C(C=C2)N2CCC(CC2)O)C(NC1)=O